4-(N-(3-(tert-butyl)-5-cyclopropylbenzyl)-2-(N-(2-fluorobenzyl)-(2,3,4,5,6-pentafluoro-phenyl)sulfonamido)acetamido)-3-(methylsulfonamido)benzoic acid C(C)(C)(C)C=1C=C(CN(C(CN(S(=O)(=O)C2=C(C(=C(C(=C2F)F)F)F)F)CC2=C(C=CC=C2)F)=O)C2=C(C=C(C(=O)O)C=C2)NS(=O)(=O)C)C=C(C1)C1CC1